tert-butyl ((1R,3s,5S)-8-(4-chlorobenzyl)-8-azabicyclo[3.2.1]octan-3-yl)carbamate ClC1=CC=C(CN2[C@H]3CC(C[C@@H]2CC3)NC(OC(C)(C)C)=O)C=C1